(E)-9-methylsulfonylnonadec-9-enoic acid CS(=O)(=O)\C(\CCCCCCCC(=O)O)=C\CCCCCCCCC